2-methyl-oxazolidine CC1OCCN1